4-(Fmoc-amino)butanoic acid C(=O)(OCC1C2=CC=CC=C2C2=CC=CC=C12)NCCCC(=O)O